[O-]P([O-])OP([O-])[O-] Diphosphit